CC(=CCCC(=O)OCC(O)CO)CCCC(CCCC(C)C)C O-(5,9,13-trimethyl-tetradec-4-enoyl)glycerol